4-{[(2,4-difluorophenyl)methyl]amino}piperidine-1-carboxylic acid tert-butyl ester C(C)(C)(C)OC(=O)N1CCC(CC1)NCC1=C(C=C(C=C1)F)F